FC(S(=O)(=O)OC1=C(C(=CC=C1)\C=C(\C=1N=CC=2CN(CCC2C1)C[C@@H](C)O)/F)Cl)(F)F (R,Z)-2-chloro-3-(2-fluoro-2-(7-(2-hydroxypropyl)-5,6,7,8-tetrahydro-2,7-naphthyridin-3-yl)vinyl)phenyl trifluoromethanesulfonate